C(C)(C)(C)OC(NC1=CC=C2C(=N1)C(C(OC2=O)C)CC)=O (8-Ethyl-7-methyl-5-oxo-7,8-dihydro-5H-pyrano[4,3-b]pyridin-2-yl)carbamic acid tert-butyl ester